C[C@@H]1CN=C2N1C1=CC=C(C=C1C(N2C)=O)S(=O)(=O)Cl (1R)-1,4-dimethyl-5-oxo-1H,2H-imidazo[1,2-a]quinazoline-7-sulfonyl chloride